zirconium-titanium-hafnium [Hf].[Ti].[Zr]